C(C)(SCC(C)(C)NC(=O)OC(C)(C)C)=O S-(2-((tert-butoxycarbonyl)amino)-2-methylpropyl) ethanethioate